The molecule is a tetrasaccharide consisting of beta-L-rhamnose having a alpha-L-rhamnosyl-(1->2)-[beta-D-glucosyl-(1->4)]-beta-D-galactosyl moiety attached at the 4-position with an additional 2-glycerylphosphate group attached to the galactosyl residue. It is an oligosaccharide phosphate and a tetrasaccharide derivative. C[C@H]1[C@@H]([C@H]([C@H]([C@@H](O1)O[C@@H]2[C@H]([C@H]([C@H](O[C@H]2O[C@H]3[C@@H](O[C@@H]([C@@H]([C@@H]3O)O)O)C)CO)O[C@H]4[C@@H]([C@H]([C@@H]([C@H](O4)CO)O)O)O)OP(=O)(O)OC(CO)CO)O)O)O